2-[4-(Chloromethyl)-2-azabicyclo[2.1.1]hexan-2-yl]-N-(5-cyclopentyl-1H-pyrazol-3-yl)pyrimidin-4-amine ClCC12CN(C(C1)C2)C2=NC=CC(=N2)NC2=NNC(=C2)C2CCCC2